7-(4-(4-(benzo[b]thiophen-4-yl)piperazin-1-yl)butoxy)quinolin-2-yl dioctylcarbamate C(CCCCCCC)N(C(OC1=NC2=CC(=CC=C2C=C1)OCCCCN1CCN(CC1)C1=CC=CC=2SC=CC21)=O)CCCCCCCC